azidotriphosphate P([O-])(=O)(OP(=O)([O-])OP(=O)([O-])[O-])N=[N+]=[N-]